CC1=C(C(=C(C1([Hf]C1(C=CC2=CC=3CC(CC3C=C12)(C)C)CCCCC)C)C)C)C pentamethylcyclopentadienyl(1-pentyl-6,6-dimethyl-1,5,6,7-tetrahydro-s-indacenyl)hafnium